FC(C(=O)O)(F)F.FCCNC=1C2=C(N=CN1)CN(CC2)C(=O)C=2N=C(C1=C(N2)OC(=C1)C)NC1(CC1)C {4-[(2-fluoroethyl)amino]-5H,6H,7H,8H-pyrido[3,4-d]pyrimidine-7-carbonyl}-6-methyl-N-(1-methylcyclopropyl)furo[2,3-d]pyrimidin-4-amine trifluoroacetate salt